tert-butyl 4-[4-[1-(1,6-dimethylpyrazolo[3,4-b]pyridin-4-yl)-4-piperidyl]phenyl]piperazine-1-carboxylate CN1N=CC=2C1=NC(=CC2N2CCC(CC2)C2=CC=C(C=C2)N2CCN(CC2)C(=O)OC(C)(C)C)C